2-(5-fluoro-2-hydroxyphenyl)-2-(1-oxo-6-(piperazin-1-yl)isoindolin-2-yl)-N-(thiazol-2-yl)acetamide FC=1C=CC(=C(C1)C(C(=O)NC=1SC=CN1)N1C(C2=CC(=CC=C2C1)N1CCNCC1)=O)O